2-(3-Chlorophenyl)-2,2-difluoro-1-phenylethyl ((S)-1-(((S)-1-hydroxy-3-((S)-2-oxopyrrolidin-3-yl)propan-2-yl)amino)-4-methyl-1-oxopentan-2-yl)carbamate OC[C@H](C[C@H]1C(NCC1)=O)NC([C@H](CC(C)C)NC(OC(C(F)(F)C1=CC(=CC=C1)Cl)C1=CC=CC=C1)=O)=O